ClC1(OC(OC1=C)=O)C 4-chloro-4-methyl-5-methylene-1,3-dioxolane-2-one